NC(CC1=NSC(=N1)NC(=O)C1=C(OC(=C1)C1=CC(=CC=C1)C(F)(F)F)C)(C)C N-(3-(2-amino-2-methylpropyl)-1,2,4-thiadiazol-5-yl)-2-methyl-5-(3-(trifluoromethyl)phenyl)furan-3-carboxamide